tert-Butyl 3-(6-bromobenzo[d]thiazol-2-yl)-2-(3-((tert-butoxycarbonyl)(isopropyl)amino)bicyclo[1.1.1]pentane-1-carboxamido)-4,7-dihydrothieno[2,3-c]pyridine-6(5H)-carboxylate BrC1=CC2=C(N=C(S2)C2=C(SC=3CN(CCC32)C(=O)OC(C)(C)C)NC(=O)C32CC(C3)(C2)N(C(C)C)C(=O)OC(C)(C)C)C=C1